2-(Pyridin-3-yl)-2-oxo-3,3,5,5-tetramethyl-[1,4,2]-oxazaphosphinane N1=CC(=CC=C1)P1(OCC(NC1(C)C)(C)C)=O